N-hydroxy-bicyclo[1.1.1]pentane-1-carboxamidine ONC(=N)C12CC(C1)C2